3-(Pyridin-2-yldithio)propionic acid N1=C(C=CC=C1)SSCCC(=O)O